4-[[3-fluoro-2-methoxy-propyl]-[4-(5,6,7,8-tetrahydro-1,8-naphthyridin-2-yl)butyl]amino]-2-[[2-(1-methylcyclopropyl)acetyl]amino]butanoic acid FCC(CN(CCC(C(=O)O)NC(CC1(CC1)C)=O)CCCCC1=NC=2NCCCC2C=C1)OC